C(C)(C)(C)OC(C1=C(C=C(C=C1OC)C=1C=NN2C1C=CC(=C2)C2(CCOCC2)C#N)OC(F)F)=O.C2(=NC=CC1=CC=CC=C21)C(C)(C)C(C(=O)N)C2N(CCC2)C (2-(isoquinolin-1-yl)propan-2-yl)-2-(1-methylpyrrolidin-2-yl)acetamide tert-butyl-4-[6-(4-cyanotetrahydropyran-4-yl)pyrazolo[1,5-a]pyridin-3-yl]-2-(difluoromethoxy)-6-methoxy-benzoate